N1C=C(C2=CC=CC=C12)C[C@@H](CCCC)NC(=O)C1=CC2=C(S1)C=C(C=C2)N2CCN(CC2)C (R)-N-(1-(1H-indol-3-yl)hexane-2-yl)-6-(4-methylpiperazin-1-yl)benzo[b]thiophene-2-carboxamide